CC1=C(N=C(S1)C(F)(F)F)C1=CC=C(C=C1)Br 5-methyl-4-(p-bromophenyl)-2-(trifluoromethyl)thiazole